CC(CCCC=1OCCN1)C 2-(4-methylpentyl)-4,5-dihydrooxazole